2-((tert-butoxycarbonyl)amino)-5-(4-(((s)-1,4,7,10-tetrakis(2-(tert-butoxy)-2-oxoethyl)-1,4,7,10-tetraazacyclododecan-2-yl)methyl)phenyl)pent-4-enoic acid C(C)(C)(C)OC(=O)NC(C(=O)O)CC=CC1=CC=C(C=C1)C[C@@H]1N(CCN(CCN(CCN(C1)CC(OC(C)(C)C)=O)CC(OC(C)(C)C)=O)CC(OC(C)(C)C)=O)CC(=O)OC(C)(C)C